tetraethylene glycol di-m-toluate C1(=CC(=CC=C1)C(=O)OCCOCCOCCOCCOC(=O)C=1C=C(C=CC1)C)C